(3-((E)-3-((2-(2-((4S)-6-(4-chlorophenyl)-8-methoxy-1-methyl-4H-benzo[f][1,2,4]triazolo[4,3-a][1,4]diazepin-4-yl)acetamido)ethyl)amino)-3-oxoprop-1-en-1-yl)phenyl)boronic acid ClC1=CC=C(C=C1)C1=N[C@H](C=2N(C3=C1C=C(C=C3)OC)C(=NN2)C)CC(=O)NCCNC(/C=C/C=2C=C(C=CC2)B(O)O)=O